(R)-2-hydroxy-N-methyl-3-(((S)-1-(5-(trifluoromethyl)pyrazin-2-yl)ethyl)amino)propionamide O[C@@H](C(=O)NC)CN[C@@H](C)C1=NC=C(N=C1)C(F)(F)F